butylalcohol C(CCC)O